(1R,3R,4R)-N-((R)-1-cyano-2-((S)-2-oxopiperidin-3-yl)ethyl)-5,5-difluoro-2-(9-hydroxy-9H-fluorene-9-carbonyl)-2-azabicyclo[2.2.2]octane-3-carboxamide C(#N)[C@@H](C[C@H]1C(NCCC1)=O)NC(=O)[C@@H]1N([C@H]2CC([C@@H]1CC2)(F)F)C(=O)C2(C1=CC=CC=C1C=1C=CC=CC21)O